C(C)(C)(C)OC(=O)N1CC(C1)(F)C(N(C)C)=O 3-(dimethylcarbamoyl)-3-fluoroazetidine-1-carboxylic acid tert-butyl ester